magnesium-iron-manganese oxide [O-2].[Mn+2].[Fe+2].[Mg+2].[O-2].[O-2]